C(C)SC1=NC(=CC(=C1C(=O)NCC1=CC(=CC=C1)F)C)N1CC2(C1)COC2 2-Ethylsulfanyl-N-[(3-fluorophenyl)-methyl]-4-methyl-6-(6-oxa-2-azaspiro[3.3]heptan-2-yl)-pyridine-3-carboxylic acid amide